2'-(Difluoromethyl)-N-(6-(1,4-dimethyl-1H-1,2,3-triazol-5-yl)-7-fluorothiazolo[4,5-c]pyridin-2-yl)-5'-methoxy-6-methyl-[4,4'-bipyridine]-3-carboxamide FC(C1=NC=C(C(=C1)C1=C(C=NC(=C1)C)C(=O)NC=1SC2=C(C=NC(=C2F)C2=C(N=NN2C)C)N1)OC)F